t-Butyldiphenylsilyl ether [Si](C1=CC=CC=C1)(C1=CC=CC=C1)(C(C)(C)C)O[Si](C1=CC=CC=C1)(C1=CC=CC=C1)C(C)(C)C